(S)-4-(morpholin-4-yl)-3-(4-methylphenyl)-N-((R)-1-(2-(trifluoromethyl)pyrimidin-5-yl)ethyl)-4,5-dihydro-1H-pyrazol-1-carboxamide N1(CCOCC1)[C@@H]1C(=NN(C1)C(=O)N[C@H](C)C=1C=NC(=NC1)C(F)(F)F)C1=CC=C(C=C1)C